2,3-dimethylchromone CC=1OC2=CC=CC=C2C(C1C)=O